ClC=1C=C(C(=C(C=NC(C(=O)O)CC2=CC=C(C=C2)O)C1)O)OC(C1=CC(=CC=C1)C)=O 2-(5-chloro-2-hydroxy-3-(3-methylbenzoyloxy)benzylideneamino)-3-(4-hydroxyphenyl)propanoic acid